N-[[6-[(4-tert-butylcyclohexyl)amino]-2-pyridyl]sulfonyl]-2-(2,2,4-trimethylpyrrolidin-1-yl)pyridine-3-carboxamide C(C)(C)(C)C1CCC(CC1)NC1=CC=CC(=N1)S(=O)(=O)NC(=O)C=1C(=NC=CC1)N1C(CC(C1)C)(C)C